ClC=1C(=NC(=NC1)N1CC(N(CC1)C(=O)OC(C)(C)C)CC)N1CC(C1)C(NC(C)(C)C1=CN=C2N1C=CC=C2)=O tert-butyl 4-(5-chloro-4-(3-((2-(imidazo[1,2-a]pyridin-3-yl)propan-2-yl)carbamoyl)azetidin-1-yl)pyrimidin-2-yl)-2-ethylpiperazine-1-carboxylate